4-bromo-4-fluoro-benzonitrile BrC1(CC=C(C#N)C=C1)F